1,2-bis(1-naphthyl)acetylene C1(=CC=CC2=CC=CC=C12)C#CC1=CC=CC2=CC=CC=C12